ethyl (E)-2-(hydroxyimino)acetate O\N=C\C(=O)OCC